1-decanoyl-rac-glycerol C(CCCCCCCCC)(=O)OC[C@H](O)CO |r|